FC(C1=CC=CC(=N1)CO)(F)F [6-(trifluoromethyl)pyridin-2-yl]methanol